CN1CCN(CC1)C1=NNC2=C1C=NC(=C2)CC(=O)N (3-(4-methylpiperazin-1-yl)-1H-pyrazolo[4,3-c]pyridin-6-yl)acetamide